(S)-tert-butyl 2-(6-(3-methyl-1H-pyrrolo[2,3-b]pyridin-5-yl)-2-(6-methylpyrimidine-4-Carbonyl)-1,2,3,4-tetrahydroisoquinolin-8-yl)pyrrolidine-1-carboxylate CC1=CNC2=NC=C(C=C21)C=2C=C1CCN(CC1=C(C2)[C@H]2N(CCC2)C(=O)OC(C)(C)C)C(=O)C2=NC=NC(=C2)C